1-[2-(propan-2-yloxy)ethyl]-4-(4,4,5,5-tetramethyl-1,3,2-diOxaborolan-2-yl)-1H-Pyrazole CC(C)OCCN1N=CC(=C1)B1OC(C(O1)(C)C)(C)C